2-[(2E)-2-(aminomethyl)-3-fluoroprop-2-en-1-yl]-6-[4-(1H-1,2,4-triazol-3-yl)phenyl][1,2,4]triazolo[4,3-a]pyridin-3(2H)-one NC/C(/CN1N=C2N(C=C(C=C2)C2=CC=C(C=C2)C2=NNC=N2)C1=O)=C\F